O=C1N(CC2=C(C=CC=C12)C#CCN1CCNCC1)C1C(NC(CC1)=O)=O 3-[1-oxo-4-(3-piperazin-1-ylprop-1-ynyl)isoindolin-2-yl]Piperidine-2,6-dione